3-(4-hydroxyphenyl)acrylic acid methyl ester (E)-methyl-3-(4-hydroxyphenyl)acrylate COC(\C=C\C1=CC=C(C=C1)O)=O.COC(C=CC1=CC=C(C=C1)O)=O